C(C)N(CC)CC.C12(C(=O)CC(CC1)C2(C)C)CS(=O)(=O)O camphorsulfonic acid triethylamine salt